[F-].C(CCCCCC)[N+]1=CC=C(C=C1)CC 1-Heptyl-4-ethylpyridinium fluorid